diethyl (5-amino-2-(4-butylphenylsulfonamido)phenyl)phosphonate NC=1C=CC(=C(C1)P(OCC)(OCC)=O)NS(=O)(=O)C1=CC=C(C=C1)CCCC